Cl.CN1N=CC=2C1=NC=C(C2)[C@@H](C)N (R)-1-(1-methyl-1H-pyrazolo[3,4-b]pyridin-5-yl)ethan-1-amine hydrochloride